phenyl-2(1H)pyridone C1(=CC=CC=C1)N1C(C=CC=C1)=O